CC(C(O)O)CCCC 2,5-dimethylpentanediol